BrC1=CC=C(CN2S(C3=C(C2=O)C=CC=C3)(=O)=O)C=C1 (4-bromobenzyl)benzo[d]isothiazol-3(2H)-one-1,1-dioxide